CN1N=NC2=C1C=CC(=C2C)C(C(C(=O)O)(C)C)C2=CC(=C(C=C2)C)CN2C[C@H](OC1=CC=C3C=NN(C3=C1C2)C)CC 3-(1,4-dimethyl-1H-benzo[d][1,2,3]triazol-5-yl)-3-(3-(((R)-7-ethyl-1-methyl-1,7,8,10-tetrahydro-9H-(1,4)oxazepino[7,6-g]indazol-9-yl)methyl)-4-methylphenyl)-2,2-dimethylpropanoic Acid